glucose-13C6 O=[13CH][13C@H](O)[13C@@H](O)[13C@H](O)[13C@H](O)[13CH2]O